SCC(=O)NC=1C=NC(=NC1)NC1=C2C=CC=NC2=CC=C1 mercapto-N-(2-(quinolin-5-ylamino)pyrimidin-5-yl)acetamide